BrCCCCCCN1C(C2C3(C=CC(C2C1=O)(O3)C)C)=O 4-(6-bromohexyl)-1,7-dimethyl-10-oxa-4-azatricyclo[5.2.1.02,6]dec-8-ene-3,5-dione